NC1=C(C=C(C(=O)OC)C=C1)Br methyl 4-amino-3-bromobenzoate